((1r,4r)-4-(2-Methoxyethoxy)cyclohexyl)-5-(thiazol-5-yl)-1H-indole-7-carboxamide COCCOC1CCC(CC1)N1C=CC2=CC(=CC(=C12)C(=O)N)C1=CN=CS1